2-(phenylamino)ethyl 4-methylbenzenesulfonate CC1=CC=C(C=C1)S(=O)(=O)OCCNC1=CC=CC=C1